(5-chloro-2-hydroxyphenyl)-phenylmethanone ClC=1C=CC(=C(C1)C(=O)C1=CC=CC=C1)O